2-[(3-chloro-4-fluorophenyl)-(3,3-dimethylcyclohexyl)oxymethyl]-5-methyl-4-methyl-sulfonyl-1H-imidazole ClC=1C=C(C=CC1F)C(C=1NC(=C(N1)S(=O)(=O)C)C)OC1CC(CCC1)(C)C